[Si](C)(C)(C(C)(C)C)OC=1C=C(C=CC1)NC(=O)C=1C=C2C=CC=NC2=CC1 N-(3-((tert-Butyldimethylsilyl)oxy)phenyl)quinoline-6-carboxamide